5-(3-ethylicosan-3-yl)-1,2,3-oxadiazol-4(5H)-one C(C)C(CC)(CCCCCCCCCCCCCCCCC)C1C(N=NO1)=O